C(C(=O)O)(=O)O.CN1CCNCC1 4-methylpiperazine oxalate